N,N-diallyl-melamine C(C=C)N(C1=NC(=NC(=N1)N)N)CC=C